(E)-N-isobutylsulfamide C(C(C)C)NS(=O)(=O)N